2-(4-oxoquinazoline-3(4H)-yl)piperidine-4-carbohydrazide O=C1N(C=NC2=CC=CC=C12)C1NCCC(C1)C(=O)NN